C(=O)(O)N(C(=O)O)C(C(C)O)S(=O)(=O)O N,N-dicarboxyamino-2-hydroxypropanesulfonic acid